3-[4-(2,6-diazaspiro[3.3]heptan-2-yl)-3-fluoro-anilino]piperidine-2,6-dione C1N(CC12CNC2)C2=C(C=C(NC1C(NC(CC1)=O)=O)C=C2)F